NC1=C(C(=NC=C1)Cl)C=CC(=O)[O-] 3-(4-amino-2-chloropyridin-3-yl)acrylate